tert-butyl (4-[7-(difluoromethyl)-6-[3-(methoxymethyl)-1-methylpyrazol-4-yl]-3,4-dihydro-2H-quinolin-1-yl]-6-[2-(1-methylphenoxy)pyridin-4-yl]-1,3-dihydroisoindol-2-yl)carboxylate FC(C1=C(C=C2CCCN(C2=C1)C1=C2CN(CC2=CC(=C1)C1=CC(=NC=C1)OC1(CC=CC=C1)C)C(=O)OC(C)(C)C)C=1C(=NN(C1)C)COC)F